Dimethyl-aminobutyl-trimethoxysilane CC(O[Si](OC)(OC)CCCCN)C